BrC1=CN=C(N1CCCCCCCCCCCC)C=1N(C(=CN1)Br)CCCCCCCCCCCC 5,5'-dibromo-1,1'-di-n-dodecyl-1H,1'H-2,2'-biimidazole